BrC=1C=C2C(C(N(C(C2=CC1)=O)C)=O)(C[Se]C#N)C 6-bromo-2,4-dimethyl-4-(selenocyanatomethyl)isoquinoline-1,3(2H,4H)-dione